((2S,4S,5S)-2-((S)-1-(4-fluorophenyl)-1,2,3,4-tetrahydroisoquinoline-2-carbonyl)-5-hydroxytetrahydro-2H-pyran-4-yl) carbamate C(N)(O[C@H]1C[C@H](OC[C@@H]1O)C(=O)N1[C@H](C2=CC=CC=C2CC1)C1=CC=C(C=C1)F)=O